6-Methoxy-1-methyl-1,2-dihydro-3H-benzo[e]indole-3-carboximidamide 2,2,2-trifluoroacetic acid salt FC(C(=O)O)(F)F.COC1=CC=CC=2C=3C(CN(C3C=CC21)C(N)=N)C